[Pd+2].ClC(C(C)(C)P(C(C)(C)C)C(C)(C)C)C1(C=CC2=CC=CC=C12)C(C)(C)C chloro(1-tert-butyl-1H-inden-1-yl)(tri-tert-butylphosphine) palladium (II)